ClC=1C=CC(=C(C1)C1=C(NC=2C1=NC=CC2)C2=C(C=NC=C2)OC[C@H]2N(CCOC2)C(C=C)=O)F 1-{(3S)-3-[({4-[3-(5-chloro-2-fluorophenyl)-1H-pyrrolo[3,2-b]pyridin-2-yl]pyridin-3-yl}oxy)methyl]morpholin-4-yl}prop-2-en-1-one